ClCC=1C=CC(=NC1F)N1C(NC(CC1)=O)=O 1-(5-(Chloromethyl)-6-fluoropyridin-2-yl)dihydropyrimidine-2,4(1H,3H)-dione